[I-].C(CCCCCCCCCCCCCCC)[N+](C)(C)C n-hexadecyl-trimethyl-ammonium iodide